COC1=CC=C(CN2C(N(CCC2=O)C2=CC=C3C=NN(C3=C2)C(=O)OC(C)(C)C)=O)C=C1 tert-butyl 6-(3-(4-methoxybenzyl)-2,4-dioxotetra-hydropyrimidin-1(2H)-yl)-1H-indazole-1-carboxylate